S1C=CC2=C1C(=CC=C2)S(=O)(=O)C2=CC=C(C=C2)CNC(=O)C=2C=C1C(=NC2)NN=C1 N-{[4-(1-benzothiophene-7-sulfonyl)phenyl]methyl}-1H-pyrazolo[3,4-b]pyridine-5-carboxamide